1-(1-(Bicyclo[1.1.1]pentan-1-yl)-1H-pyrazol-4-yl)-5-methyl-1H-indazol C12(CC(C1)C2)N2N=CC(=C2)N2N=CC1=CC(=CC=C21)C